N-methyl-3-aminopropyl-methyl-silanediol CNCCC[Si](O)(O)C